COC(=O)C1CCN(CC1)C1CCC2=CC(=CC=C12)N1CC(C1)C1=C(C=CC=C1F)F.C(C)(C)C1=C(NC2=CC=C(C=C12)C1CCNCC1)C1=CC(=NC=C1)C(=O)NC=1SC=CN1 4-(3-isopropyl-5-(piperidin-4-yl)-1H-indol-2-yl)-N-(thiazol-2-yl)picolinamide methyl-1-(5-(3-(2,6-difluorophenyl)azetidin-1-yl)-2,3-dihydro-1H-inden-1-yl)piperidine-4-carboxylate